FC1=C(C(=C(C2=C(C(=C(C(=C12)F)F)F)F)F)F)[B-](C1=C(C2=C(C(=C(C(=C2C(=C1F)F)F)F)F)F)F)(C1=C(C2=C(C(=C(C(=C2C(=C1F)F)F)F)F)F)F)C1=C(C2=C(C(=C(C(=C2C(=C1F)F)F)F)F)F)F.C[NH+](CCCCCCCCCCCCCC)CCCCCCCCCCCCCC N-methyl-N,N-di(tetradecyl)ammonium tetrakis(perfluoronaphthalen-2-yl)borate